(R)-1-isopropyl-N-(3-methyl-1,1-dioxidothietan-3-yl)-3-(2-methylbenzo[d]oxazol-4-yl)-4,5,6,7-tetrahydro-1H-indazole-6-carboxamide C(C)(C)N1N=C(C=2CC[C@H](CC12)C(=O)NC1(CS(C1)(=O)=O)C)C1=CC=CC2=C1N=C(O2)C